ClC=1C(=NC(=NC1)NC1=C(C=C(C(=O)NC2=C(C=CC=C2)CC)C=C1)OC)C=1C=NN(C1)C(C)C 4-((5-chloro-4-(1-isopropyl-1H-pyrazol-4-yl)pyrimidin-2-yl)amino)-N-(2-ethylphenyl)-3-methoxybenzamide